(2-bromophenyl)-N-(4-methoxybenzyl)pent-4-en-1-amine BrC1=C(C=CC=C1)C(CCC=C)NCC1=CC=C(C=C1)OC